12-chloro-10-fluoro-2-methyl-2,3,4,4a,6,7-hexahydro-8-oxa-3,5a,9,13c-tetraazanaphtho[3,2,1-de]Anthracene-5(1H)-one ClC1=CC2=C3C=4N(CCOC4N=C2C(=C1)F)C(C1CNC(CN13)C)=O